butanetetramine C(C(CC)N)(N)(N)N